CN1CCN(CC1)CCC1CCN(CC1)C(=O)OC1=CC=C2C(=CC=NC2=C1)NC1=CN=NC(=C1)C1=C(C=CC(=C1)Cl)F 4-{[6-(5-Chloro-2-Fluorophenyl)Pyridazin-4-yl]Amino}Quinolin-7-yl 4-[2-(4-Methylpiperazin-1-yl)Ethyl]Piperidin-1-Carboxylat